(R)-benzyl 3-aminopiperidine-1-carboxylate N[C@H]1CN(CCC1)C(=O)OCC1=CC=CC=C1